3-((3-hydroxy-2-(8-methyl-3,8-diazabicyclo[3.2.1]octane-3-carbonyl)pyridin-4-yl)amino)-4-((2,6,6-trimethyl-4,5,6,7-tetrahydrobenzo[d]thiazol-7-yl)amino)cyclobut-3-ene-1,2-dione OC=1C(=NC=CC1NC=1C(C(C1NC1C(CCC=2N=C(SC21)C)(C)C)=O)=O)C(=O)N2CC1CCC(C2)N1C